N[C@@H]1C2=CC=CC=C2CC12CCN(CC2)C2=NC1=C(C=3N2C=CN3)C(=CN1CO)C1=C(C(=CC=C1)Cl)Cl (S)-(5-(1-amino-1,3-dihydrospiro[indene-2,4'-piperidine]-1'-yl)-9-(2,3-dichlorophenyl)-7H-imidazo[1,2-c]pyrrolo[3,2-e]pyrimidin-7-yl)methanol